N-(4-(methoxy)phenyl)naphthalen-1-amine COC1=CC=C(C=C1)NC1=CC=CC2=CC=CC=C12